neodymium (p-nonylphenyl) (p-nonylphenyl) phosphonate P(OC1=CC=C(C=C1)CCCCCCCCC)(OC1=CC=C(C=C1)CCCCCCCCC)=O.[Nd]